C(C1=CC=CC=C1)OC(=O)N1CC(CCC1)(CCS(=O)(=O)Cl)NC(=O)OC(C)(C)C 3-((tert-butoxycarbonyl)amino)-3-(2-(chlorosulfonyl)ethyl)piperidine-1-carboxylic acid benzyl ester